3-(5-fluoroindazol-1-yl)cyclobutanecarboxylic acid FC=1C=C2C=NN(C2=CC1)C1CC(C1)C(=O)O